2-isopropyl-5-methylcyclohexyl 4-(methacryloyloxy)benzoate (menthyl 4-(methacryloxy)benzoate) C1(CC(C(CC1)C(C)C)C1=C(C(=O)O)C=CC(=C1)OC(C(=C)C)=O)C.C(C(=C)C)(=O)OC1=CC=C(C(=O)OC2C(CCC(C2)C)C(C)C)C=C1